C(C)N(C(OC1=CC(=CC=C1)\C=C\C(=O)C1=CC=C(C=C1)O)=O)C [3-[(E)-3-(4-Hydroxyphenyl)-3-oxoprop-1-enyl]phenyl] N-ethyl-N-methylcarbamate